ethyl (S)-3-(3-(2,6-dimethylbenzyl)phenyl)-3-(3-(4-hydroxy-1-methyl-2-oxo-1,2-dihydropyridin-3-yl)ureido)propanoate CC1=C(CC=2C=C(C=CC2)[C@H](CC(=O)OCC)NC(=O)NC=2C(N(C=CC2O)C)=O)C(=CC=C1)C